C(C)(C)(C)N(C(O)=O)[C@H](CNOCC(=O)N1CCN(CC1)C1=NC=C(C=N1)C#N)C.C(C1=CC=CC=C1)OC=1C=CC2=C(C(=C(O2)C)C(=O)NC2COC2)C1 5-(benzyloxy)-2-methyl-N-(oxetan-3-yl)benzofuran-3-carboxamide tert-butyl-(S)-(1-((2-(4-(5-cyanopyrimidin-2-yl)piperazin-1-yl)-2-oxoethoxy)amino)propan-2-yl)carbamate